tert-Butyl N-[2-[5-[1-benzyloxy-1-(trifluoromethyl)pent-4-enyl]-1,3,4-oxadiazol-2-yl]-6-pent-4-enoyl-5-(trifluoromethyl)-3-pyridyl]carbamate C(C1=CC=CC=C1)OC(CCC=C)(C(F)(F)F)C1=NN=C(O1)C1=NC(=C(C=C1NC(OC(C)(C)C)=O)C(F)(F)F)C(CCC=C)=O